ClC=1C(=CC2=C(OC(O2)(C)C)C1)CN1OCC(C1=O)(C)C 2-[(6-chloro-2,2-dimethyl-1,3-benzodioxol-5-yl)methyl]-4,4-dimethyl-isoxazolidinone